3,3-bis(t-butylperoxy)butyric acid ethyl ester C(C)OC(CC(C)(OOC(C)(C)C)OOC(C)(C)C)=O